C1(CCC1)C=1C(=NN(C1C1=CC=C(C=C1)F)C)NC(C[C@H](CC)C)=O (S)-N-(4-cyclobutyl-5-(4-fluorophenyl)-1-methyl-1H-pyrazol-3-yl)-3-methylpentanamide